4-cyclopropyl-N-((2-(6-((cis)-2,6-dimethylmorpholino)pyridin-2-yl)-1,6-naphthyridin-7-yl)methyl)-3-(methylsulfonyl)benzamide C1(CC1)C1=C(C=C(C(=O)NCC2=NC=C3C=CC(=NC3=C2)C2=NC(=CC=C2)N2C[C@@H](O[C@@H](C2)C)C)C=C1)S(=O)(=O)C